N-(6-benzylquinolin-2-yl)-3-hydroxy-4-methoxypicolinamide C(C1=CC=CC=C1)C=1C=C2C=CC(=NC2=CC1)NC(C1=NC=CC(=C1O)OC)=O